2-(4-fluoropiperidin-1-yl)-N-(6-(1-methyl-1H-1,2,3-triazol-5-yl)isoquinolin-3-yl)acetamide FC1CCN(CC1)CC(=O)NC=1N=CC2=CC=C(C=C2C1)C1=CN=NN1C